FC1(CC(C1)N(C(C1=C(N=CC=C1)NC1=NC(=NS1)C1=NC=C(C=C1)OC(C)C)=O)C)F N-(3,3-difluoro-cyclobutyl)-2-(3-(5-isoprop-oxypyridin-2-yl)-1,2,4-thiadiazol-5-ylamino)-N-methyl-nicotinamide